1-(piperidin-4-yl)azetidin-3-ol N1CCC(CC1)N1CC(C1)O